OC[C@H]1O[C@@H]([C@@H]([C@H]([C@H]1O)N1N=NC(=C1)C1=CC(=C(C(=C1)F)F)F)OC)CC1=CC(=NO1)C1(CCCCC1)OC (2R,3R,4S,5R,6R)-2-(hydroxymethyl)-5-methoxy-6-((3-(1-methoxycyclohexyl)isoxazol-5-yl)methyl)-4-(4-(3,4,5-trifluorophenyl)-1H-1,2,3-triazol-1-yl)tetrahydro-2H-pyran-3-ol